1-(4-methoxyphenyl)vinyl 4-methoxybenzoate COC1=CC=C(C(=O)OC(=C)C2=CC=C(C=C2)OC)C=C1